CC1N=CC(COP(=O)(O)O)=C(C=O)C=1O Pyridoxal 5-phosphate